4-dimethylamino-butyric acid CN(CCCC(=O)O)C